tert-butyl 4,4-difluoro-3-(5-(1-(hydroxyimino)ethyl)-6-methoxypyridin-3-yl)piperidine-1-carboxylate FC1(C(CN(CC1)C(=O)OC(C)(C)C)C=1C=NC(=C(C1)C(C)=NO)OC)F